1-((((9H-fluoren-9-yl)methoxy)carbonyl)amino)-4-(difluoromethylene)cyclohexane-1-carboxylic acid C1=CC=CC=2C3=CC=CC=C3C(C12)COC(=O)NC1(CCC(CC1)=C(F)F)C(=O)O